C[C@@H]1O[C@@H](CN(C1)C(C=1C=CC(=C2N=C(SC21)C)O)C2=NC=CC=C2F)C 7-(((2S,6R)-2,6-dimethylmorpholino)(3-fluoropyridin-2-yl)methyl)-2-methylbenzo[d]thiazol-4-ol